methyl 2-((2-((5-chloro-2-(4-chloro-1H-1,2,3-triazol-1-yl)phenyl)amino)-2-oxoethyl)amino)-3-(1-(difluoromethyl)-1H-pyrazol-3-yl)propanoate ClC=1C=CC(=C(C1)NC(CNC(C(=O)OC)CC1=NN(C=C1)C(F)F)=O)N1N=NC(=C1)Cl